2,6,6-trimethylbicyclo[3.1.1]heptylhydroperoxide CC1C2(C(C(CC1)C2)(C)C)OO